FC=1C=C2C=C(NC2=CC1F)C(=O)N(C)[C@H]1COCC=2NC(C=3C=C(C=CC3C21)F)=O |r| Racemic-5,6-difluoro-N-(8-fluoro-6-oxo-1,4,5,6-tetrahydro-2H-pyrano[3,4-c]isoquinolin-1-yl)-N-methyl-1H-indole-2-carboxamide